C(C)OC1CCCOO1 2-ethoxy-3,4-dioxan